C(C)(C)C1(C(=CC(=C1)C(C)C)C(C)C)[Hf](N(C)C)(N(C)C)N(C)C (1,2,4-triisopropylcyclopentadienyl)tris(dimethylamino)hafnium